NC1=NC=C(C2=C1C(=C(S2)C2=C(C=C(C=C2)NC(C(=C)C)=O)C)C2=CC(=C(C=C2)OC2=NC=CC(=N2)C)F)C=2N=C1COCCN1C2 N-(4-(4-amino-7-(5,6-dihydro-8H-imidazo[2,1-c][1,4]oxazin-2-yl)-3-(3-fluoro-4-((4-methylpyrimidin-2-yl)oxy)phenyl)thieno[3,2-c]pyridin-2-yl)-3-methylphenyl)methacrylamide